[Pd](I)I Palladium(II) iodide